CN1CSC=C1C1=CC=C(C=C1)C(F)(F)F 3-methyl-4-(4'-trifluoromethyl-phenyl)thiazol